(2-((3-methyl-3-azabicyclo[3.2.1]oct-8-yl)methoxy)pyridin-4-yl)methylamine CN1CC2CCC(C1)C2COC2=NC=CC(=C2)CN